N-methylindoline-2-carboxamide CNC(=O)C1NC2=CC=CC=C2C1